CC1(O[C@]2([C@@H](O1)[C@@H](O[C@@H]2COC2=CC=C1C=CC=NC1=C2)N2C=CC1=C2N=CN=C1N)C)C 7-[(3aR,4R,6R,6aR)-2,2,3a-trimethyl-4-(7-quinolyloxymethyl)-6,6a-dihydro-4H-furo-[3,4-d][1,3]dioxol-6-yl]pyrrolo[2,3-d]pyrimidin-4-amine